ClC1=C(C=C(C(=O)OC)C=C1)[N+](=O)[O-] methyl p-chloro-m-nitrobenzoate